spiro[3.5]nonane-7-carbaldehyde C1CCC12CCC(CC2)C=O